6-[1-[2-(2,4-dioxo-1H-pyrimidin-5-yl)pyrazolo[3,4-d]pyrimidin-4-yl]pyrrolidin-3-yl]oxypyridine-3-carbonitrile O=C1NC=C(C(N1)=O)N1N=C2N=CN=C(C2=C1)N1CC(CC1)OC1=CC=C(C=N1)C#N